2-ethoxy-2H-quinoline C(C)OC1NC2=CC=CC=C2C=C1